C(C)(C)(C)OC(=O)N1CCN(CC1)C1=CC=C2C(N(C(NC2=C1)C1=CC=C(C=C1)C#N)C1=CC=C(C=C1)F)=O 4-(2-(4-Cyanophenyl)-3-(4-fluorophenyl)-4-oxo-1,2,3,4-tetrahydroquinazolin-7-yl)piperazine-1-carboxylic acid tert-butyl ester